NC=1N=C(C2=C(N1)C(=C(N=C2)C2=CC(=CC1=CC=CC=C21)O)F)N2CC1CCC(C2)N1 4-[2-amino-4-(3,8-diazabicyclo[3.2.1]octan-3-yl)-8-fluoro-pyrido[4,3-d]pyrimidin-7-yl]naphthalen-2-ol